ClC[C@@H]1C[C@@H](NC1)CONC(=O)[C@H]1N2C(N([C@H](CC1)C2)OS(=O)(=O)O)=O (2S,5R)-N-{[(2R,4R)-4-Chloromethyl-pyrrolidin-2-yl]methyloxy}-7-oxo-6-(sulfooxy)-1,6-diazabicyclo[3.2.1]octane-2-carboxamide